C(C1CC(CC(C1)N=C=O)C(N)(N)N)C1CC(CC(C1)N=C=O)C(N)(N)N (methylenebis(5-isocyanatocyclohexane-3,1-diyl))bis(methanetriamine)